(1R,2S)-2-(3-{[5-(dimethylphosphoryl)-3-methoxypyridin-2-yl]amino}-1H-indazol-6-yl)-5'-methoxyspiro[cyclopropane-1,3'-indol]-2'(1'H)-one CP(=O)(C)C=1C=C(C(=NC1)NC1=NNC2=CC(=CC=C12)[C@@H]1C[C@@]12C(NC1=CC=C(C=C21)OC)=O)OC